Ethyl 3-fluoro-4,5,6,7-tetrahydro-1H-indol-2-carboxylate FC1=C(NC=2CCCCC12)C(=O)OCC